4-aminoimidazo[2,1-f][1,2,4]triazine-7-carbonitrile NC1=NC=NN2C1=NC=C2C#N